methyl 6-(4-(2-chloro-5-fluorophenoxy)piperidin-1-yl)nicotinate Methyl-6-chloronicotinate COC(C1=CN=C(C=C1)Cl)=O.ClC1=C(OC2CCN(CC2)C2=NC=C(C(=O)OC)C=C2)C=C(C=C1)F